4-(2-((4-(2-(2-aminopyridin-3-yl)-5-phenyl-3H-imidazo[4,5-b]pyridin-3-yl)phenethyl)amino)ethyl)-2-hydroxybenzaldehyde NC1=NC=CC=C1C1=NC=2C(=NC(=CC2)C2=CC=CC=C2)N1C1=CC=C(CCNCCC2=CC(=C(C=O)C=C2)O)C=C1